C(C)C1=NN(C2=C1C(NCC1(CCOCC1)C2)=O)C[C@H](COC(C2=C(C=CC(=C2)Cl)F)=O)C 5-Chloro-2-fluoro-benzoic acid [(2R)-3-(3-ethyl-4-oxo-spiro[6,8-dihydro-5H-pyrazolo[4,3-c]azepin-7,4'-tetrahydropyran]-1-yl)-2-methyl-propyl] ester